COC(=O)C=1C2CCC(CC1OS(=O)(=O)C(F)(F)F)N2C(=O)OC(C)(C)C (+/-)-3-{[(trifluoromethyl)sulfonyl]oxy}-8-azabicyclo[3.2.1]octane-2-ene-2,8-dicarboxylic acid 8-tert-butyl 2-methyl ester